lithium-cobalt phosphate P(=O)([O-])([O-])[O-].[Co+2].[Li+]